N1CC(C1)CN(C(=O)N)C1=CC=C(C=C1)OC(F)(F)F N-[(azetidin-3-yl)methyl]-N-[4-(trifluoromethoxy)phenyl]urea